C(C)OC(=O)C1=C(N=C(S1)NC1=NC(=CC(=N1)C1=CC=C(C=C1)C#N)NCC1=CC=C(C=C1)S(=O)(=O)C)C 2-[4-(4-cyanophenyl)-6-(4-methanesulfonyl-benzylamino)pyrimidin-2-ylamino]-4-methyl-5-thiazolecarboxylic acid ethyl ester